(2-methyl-4-(trifluoromethyl)phenyl)-5-oxo-5,7,8,9-tetrahydropyrrolo[1,2-c][1,2,4]triazolo[1,5-a]pyrimidine-9-carboxamide CC1=C(C=CC(=C1)C(F)(F)F)C1=NN2C(N3C(=CC2=O)CCC3C(=O)N)=N1